hydroxyethylenediamine ONCCN